CN(C1CC2=C(OC3=C2C=C(C=C3)Br)CC1)CC1=CC=CC=C1 N-methyl-N-benzyl-8-bromo-1,2,3,4-tetrahydro-2-dibenzofuranamine